tert-butyl N-tert-butoxycarbonyl-N-[2-[2-[2-(methylamino)ethoxy] ethoxy]ethyl]carbamate C(C)(C)(C)OC(=O)N(C(OC(C)(C)C)=O)CCOCCOCCNC